4-([2,2'-bithiophene]-5-yl)-N-(4-([2,2'-bithiophene]-5-yl)phenyl)-N-(4-nitrophenyl)aniline S1C(=CC=C1C1=CC=C(N(C2=CC=C(C=C2)[N+](=O)[O-])C2=CC=C(C=C2)C2=CC=C(S2)C=2SC=CC2)C=C1)C=1SC=CC1